1-aminocyclopropanecarbonitrile NC1(CC1)C#N